3-(8-Fluoro-2,3-dihydrobenzo[b][1,4]dioxin-6-yl)-2-(2-methylpyridin-4-yl)imidazo[1,2-a]pyrimidine FC1=CC(=CC2=C1OCCO2)C2=C(N=C1N2C=CC=N1)C1=CC(=NC=C1)C